bis(3,5'-trimethylhexyl) phenyl phosphate P(=O)(OCCCCCC(C)(C)C)(OCCCCCC(C)(C)C)OC1=CC=CC=C1